1-ethyl-6-fluoro-7-(4-methylpiperazin-1-yl)-3-(4-hydroxy-cinnamoyl)-[1,8]naphthyridin-4(1H)-one C(C)N1C=C(C(C2=CC(=C(N=C12)N1CCN(CC1)C)F)=O)C(C=CC1=CC=C(C=C1)O)=O